(2-[2-[6-(2,5-dioxopyrrol-1-yl)hexanamido]acetamido]-acetamido)acetic acid O=C1N(C(C=C1)=O)CCCCCC(=O)NCC(=O)NCC(=O)NCC(=O)O